(S)-benzyl 2-hydroxypropanoate O[C@H](C(=O)OCC1=CC=CC=C1)C